ClC=1C=C2C(=NC(=NC2=C(C1C1=CC(=CC2=CC=CC=C12)OCOC)F)OC[C@@]12CCCN2C[C@@H](C1)F)O 6-chloro-8-fluoro-2-(((2R,7aR)-2-fluorotetrahydro-1H-pyrrolizin-7a(5H)-yl)methoxy)-7-(3-(methoxymethoxy)naphthalen-1-yl)quinazolin-4-ol